ClC1=CC(=C(C=C1)N1CC(N(C2(CC(C2)C(=O)N2CCC(CC2)O)C1=O)CC1=CC=C(C=C1)Cl)=O)F 8-(4-chloro-2-fluorophenyl)-5-(4-chlorobenzyl)-2-(4-hydroxypiperidine-1-carbonyl)-5,8-diazaspiro[3.5]nonane-6,9-dione